O=C1C(CCC1)CC1=CC=C(C=C1)C(C(=O)N1C=CC2=C1N=CN=C2C=2C=NN(C2)CCC#N)C 3-(4-(7-(2-(4-((2-oxocyclopentyl)methyl)phenyl)propanoyl)-7H-pyrrolo[2,3-d]pyrimidin-4-yl)-1H-pyrazol-1-yl)propanenitrile